COC(C[SiH2]C1=CC=CC=C1)OC dimethoxyethylphenyl-silane